1,1,1,5,5,5-hexafluoro-4-(trimethylsiloxy)-3-penten-2-one FC(C(C=C(C(F)(F)F)O[Si](C)(C)C)=O)(F)F